FC=1C=CC(=C(C1)NC=1C=NC(=CC1)C)[N+](=O)[O-] N-(5-fluoro-2-nitrophenyl)-6-methylpyridin-3-amine